C(C)NCC1=CN=C2N1C=C(C=C2)C2=C(C=C(C=C2)F)OCCC=2C(=NN(C2C)C)C Ethyl[(6-{4-fluoro-2-[2-(1,3,5-trimethyl-1H-pyrazol-4-yl)ethoxy]phenyl}imidazo[1,2-a]pyridin-3-yl)methyl]amine